COC1=NC(=NC(=C1)OCCC)N 4-methoxy-6-propoxypyrimidin-2-amine